sodium anthraquinone-1,5-disulfonate C1(=CC=CC=2C(C=3C(=CC=CC3C(C12)=O)S(=O)(=O)[O-])=O)S(=O)(=O)[O-].[Na+].[Na+]